FC(C1CCC(CC1)C(=O)N)(F)F (1S,4s)-4-(trifluoromethyl)cyclohexane-1-carboxamide